C(C)(C)(C)OC(\C=C\1/OC(C2=NC=CN=C21)=O)=O.C(CCCC)C2=CC1=C(C3=CC=CC=C3C(=C1C=C2)OCCCCC(=O)OC)OCCCCC(=O)OC 2-pentyl-9,10-bis(methoxycarbonylbutyleneoxy)anthracene (Z)-tert-butyl-2-(7-oxofuro[3,4-b]pyrazin-5(7H)-ylidene)acetate